BrC=1C=C(C=C(C1OCC(CBr)Br)Br)S(=O)(=O)C1=CC(=C(C(=C1)Br)OCC(CBr)Br)Br Bis[3,5-dibromo-4-(2,3-dibromopropyloxy) phenyl] sulfone